CN1N=C2C(N(C=3C=CC(=CC23)C(=O)O)C2CCC(CC2)C(F)(F)F)=N1 2-methyl-4-[4-(trifluoromethyl)cyclohexyl]-2H,4H-[1,2,3]triazolo[4,5-b]indole-7-carboxylic acid